C(C)(C)(C)OC(=O)N1CCN(CC1)C1=C(C=C(C(=C1)C1CC1)NC(=O)OC(C)(C)C)C#N 4-(4-((tert-Butoxycarbonyl)amino)-2-cyano-5-cyclopropylphenyl)piperazine-1-carboxylic acid tert-butyl ester